IC1=C(C=CC=C1)N1C=CC2=CC=C(C=C12)C 1-(2-iodophenyl)-6-methyl-1H-indol